C(C)OC1(CC(C1)C(=O)OCC)OCC ethyl 3,3-diethoxycyclobutane-1-carboxylate